ClP(=O)(OC1=CC=CC=C1)OC1=CC=CC=C1 [chloro(phenoxy)phosphoryl]oxybenzene